methyl (R)-5-(((benzyloxy)carbonyl)amino)-2-diazo-3-oxohexanoate C(C1=CC=CC=C1)OC(=O)N[C@@H](CC(C(C(=O)OC)=[N+]=[N-])=O)C